ClC1=NC=C(C(=N1)C(=O)O)N1CCC(CC1)C(=O)N1OCC[C@H]1C1=NC=CN=C1 2-chloro-5-[4-[(3S)-3-pyrazin-2-yl-isoxazolidine-2-carbonyl]-1-piperidinyl]pyrimidine-4-carboxylic acid